COC1=C(C=CC=C1)CSSC=CCS(=O)(=O)CC1=CC=CC=C1 1-methoxy-2-{[(3-phenylmethanesulfonyl-prop-1-en-1-yl)disulfanyl]methyl}benzene